(2,5-dimethyl-1H-indol-3-yl)-2,2-difluoroethane-1-ol CC=1NC2=CC=C(C=C2C1C(C(F)F)O)C